NC1=NC=C2N(C(N(C2=N1)[C@@H]1O[C@@H]([C@H]([C@H]1O)F)CO)=O)CCCC 2-Amino-7-butyl-9-((2R,3S,4S,5R)-4-fluoro-3-hydroxy-5-(hydroxymethyl)tetrahydrofuran-2-yl)-7,9-dihydro-8H-purin-8-on